S1C=NC2=C1C=CC(=C2)[C@@H]2N(C[C@H](C(C2)(F)F)C)C(C(=O)NC=2C=C(C(=NC2)NC(OC(C)(C)C)=O)C)=O tert-butyl N-[5-[[2-[(2R,5R)-2-(1,3-benzothiazol-5-yl)-4,4-difluoro-5-methyl-1-piperidyl]-2-oxo-acetyl]amino]-3-methyl-2-pyridyl]carbamate